C/C=C\\1/C[C@@]2([C@@](O2)(C(=O)OCC3=CC[N+]4([C@H]3[C@@H](CC4)OC1=O)[O-])C)COC(=O)C The molecule is a pyrrolizine alkaloid that is erucifoline in which the primary hydroxy hydrogen has been replaced by an acetyl group and the tertiary amino function has been oxidised to the corresponding N-oxide. It has a role as a Jacobaea metabolite. It is an acetate ester, an epoxide, a macrocyclic lactone, an olefinic compound, an organic heteropentacyclic compound, a pyrrolizine alkaloid and a tertiary amine oxide. It derives from an erucifoline.